FC1=C(C=C(C=C1)F)C1=C(C(=NC=C1)C=1C(COCC1)C(F)(F)F)N 4-(2,5-difluorophenyl)-2-(3-(trifluoromethyl)-3,6-dihydro-2H-pyran-4-yl)pyridin-3-amine